(2-cyclobutyl-1-(phenylsulfonyl)ethyl)trimethylgermane C1(CCC1)CC(S(=O)(=O)C1=CC=CC=C1)[Ge](C)(C)C